4-(1H-Benzo[d]imidazol-2-yl)-4-(2-hydroxyphenyl)-2-isopropylisoquinoline-1,3(2H,4H)-dione N1C(=NC2=C1C=CC=C2)C2(C(N(C(C1=CC=CC=C21)=O)C(C)C)=O)C2=C(C=CC=C2)O